C(=O)(OCC1C2=CC=CC=C2C2=CC=CC=C12)C=1C(OC=CC1)=O Fmoc-PyroN